N1=C(SC2=C1C=1CCCOC1C=C2)N2C(N[C@H]([C@H]2C#CC)C)=O (4S,5R)-1-(8,9-dihydro-7H-chromeno[5,6-d]thiazol-2-yl)-4-methyl-5-(prop-1-yn-1-yl)imidazolidin-2-one